Cl.F[C@H]1CN(CC1)C1=CC=C(C(=N1)C)C=1C=C2N(N1)C(N(C2)C=2C=NC=CC2)=O (R)-2-(6-(3-fluoropyrrolidin-1-yl)-2-methylpyridin-3-yl)-5-(pyridin-3-yl)-4,5-dihydro-6H-imidazo[1,5-b]pyrazol-6-one hydrochloride